(1Z)-1,2-ethen-diylbis(sulphur) C(=C/[S])/[S]